3-((3-bromophenyl)fluoro(phenyl)methyl)-4-methyl-4H-1,2,4-triazole BrC=1C=C(C=CC1)C(C1=NN=CN1C)(C1=CC=CC=C1)F